6-((1r,4r)-4-(3-Bromo-1-isopropyl-1H-pyrazol-5-yl)cyclohexyl)-2-thia-6-azaspiro[3.4]octane 2,2-dioxide BrC1=NN(C(=C1)C1CCC(CC1)N1CC2(CS(C2)(=O)=O)CC1)C(C)C